(5,8-difluoro-quinazolin-4-yl)-{2-[2-fluoro-4-(4-trifluoromethylpyridin-2-yloxy)-phenyl]-ethyl}-amine FC1=C2C(=NC=NC2=C(C=C1)F)NCCC1=C(C=C(C=C1)OC1=NC=CC(=C1)C(F)(F)F)F